[5-(2-chloro-3-fluoro-phenyl)-3-isopropyl-2,4-dioxo-3,4-dihydro-2H-pyrimidin-1-yl]-methyl acetate C(C)(=O)OCN1C(N(C(C(=C1)C1=C(C(=CC=C1)F)Cl)=O)C(C)C)=O